[Br-].C(CC)C=1NC=CN1 propyl-imidazole bromide